C(C)(C)(C)[Si](OCCN(C)CCCC(=O)OC)(C)C methyl 4-({2-[(tert-butyl)bis(methyl)siloxy]ethyl}-N-methylamino)butyrate